3-hydroxy-N-(2-(o-toluylamino)quinolin-3-yl)indoline-1-carboxamide OC1CN(C2=CC=CC=C12)C(=O)NC=1C(=NC2=CC=CC=C2C1)NC1=C(C=CC=C1)C